8-methoxy-3-((5-(piperidin-1-yl)pentyl)oxy)-6H-benzo[c]benzopyran-6-one COC=1C=CC2=C(C(OC3=C2C=CC(=C3)OCCCCCN3CCCCC3)=O)C1